3,5-dichloro-N-isopropylaniline ClC=1C=C(NC(C)C)C=C(C1)Cl